N-((1-(tetrahydro-2H-pyran-2-yl)-1H-pyrazol-3-yl)methyl)-2-(trifluoromethoxy)benzamide [(1S)-3-Methoxy-1-methyl-3-oxo-propyl]6-bromo-3-chloro-5-fluoro-pyridine-2-carboxylate COC(C[C@H](C)OC(=O)C1=NC(=C(C=C1Cl)F)Br)=O.O1C(CCCC1)N1N=C(C=C1)CNC(C1=C(C=CC=C1)OC(F)(F)F)=O